O=C1OC2=C(N1)C=CC(=C2)N2CC1(C2)CCN(CC1)C(=O)NCCCCC1=CC=CC=C1 2-(2-oxo-3H-1,3-benzoxazol-6-yl)-N-(4-phenylbutyl)-2,7-diazaspiro[3.5]nonane-7-carboxamide